4-hydroxy-2-[4-[4-[[4-[[2-(6-methyl-2-pyridyl)pyrimidin-4-yl]amino]pyrimidin-2-yl]amino]phenyl]piperazin-1-yl]butanoic acid OCCC(C(=O)O)N1CCN(CC1)C1=CC=C(C=C1)NC1=NC=CC(=N1)NC1=NC(=NC=C1)C1=NC(=CC=C1)C